S1CNC2=C1C=CC=C2 dihydrobenzo[d]thiazole